ClC=1C(=NN2C1N=C(C=C2C2=CC=CC=C2)C2=CC=CC=C2)C(=O)NC2CN(C2)C 3-Chloro-N-(1-methylazetidin-3-yl)-5,7-diphenylpyrazolo[1,5-a]pyrimidine-2-carboxamide